[Os](Cl)Cl.N1=C(C=CC=C1)C1=NC=CC=C1.N1=C(C=CC=C1)C1=NC=CC=C1 bis(2,2-bipyridine) osmium dichloride